((R)-fluoro(2-(((3S,6S,9aS)-3-(3-(4-morpholinopyridin-3-yl)azetidine-1-carbonyl)-5-oxooctahydro-1H-pyrrolo[1,2-a]azepin-6-yl)carbamoyl)benzo[b]thiophen-5-yl)methyl)phosphonic acid F[C@@H](C1=CC2=C(SC(=C2)C(N[C@H]2CCC[C@@H]3N(C2=O)[C@@H](CC3)C(=O)N3CC(C3)C=3C=NC=CC3N3CCOCC3)=O)C=C1)P(O)(O)=O